C(C)(C)(C)C1=CC=C(COC2=C(C3=CC=CC=C3C=C2)CCl)C=C1 2-((4-(tert-butyl)benzyl)oxy)-1-(chloromethyl)naphthalene